ClC1=NC(=CC(=C1)C1=NN(C=C1C(=O)O)CCC)Cl 3-(2,6-dichloropyridin-4-yl)-1-propyl-1H-pyrazole-4-carboxylic acid